2-chloro-N-(5-chloro-6-(6,6-difluoro-3-azabicyclo[3.1.0]hexane-3-carbonyl)pyridin-3-yl)-4-(3-ethynylpyridin-4-yl)-5-fluorobenzamide ClC1=C(C(=O)NC=2C=NC(=C(C2)Cl)C(=O)N2CC3C(C3C2)(F)F)C=C(C(=C1)C1=C(C=NC=C1)C#C)F